Methyl-(S,E)-(7-(dimethylamino)-1,7-dioxo-1-((2-oxo-1-((4-(3,3,3-trifluoropropyl)-1H-benzo[d]imidazol-2-yl)methyl)-1,2-dihydropyridin-3-yl)amino)hept-5-en-2-yl)carbamat COC(N[C@H](C(NC=1C(N(C=CC1)CC1=NC2=C(N1)C=CC=C2CCC(F)(F)F)=O)=O)CC\C=C\C(=O)N(C)C)=O